COCCN(C(OC(C)(C)C)=O)[C@@H]1C[C@H](C1)OC1=C2C=NN(C2=CC(=C1)Br)C1OCCCC1 trans-tert-butyl N-(2-methoxyethyl)-N-[3-[(6-bromo-1-(tetrahydro-2H-pyran-2-yl)-1H-Indazol-4-yl)oxy]cyclobutyl]carbamate